methyl (E)-4-[2-[2-[2-[2-[2-(p-tolylsulfonyloxy)ethoxy]ethoxy]ethoxy]ethoxy]ethoxy]but-2-enoate C1(=CC=C(C=C1)S(=O)(=O)OCCOCCOCCOCCOCCOC/C=C/C(=O)OC)C